(3S)-tert-butyl 4-(6-fluoro-7-(2-fluoro-6-hydroxyphenyl)-1-(2-isopropyl-4-methoxypyridin-3-yl)-2-oxo-1,2-dihydropyrido[2,3-d]pyrimidin-4-yl)-3-methylpiperazine-1-carboxylate FC1=CC2=C(N(C(N=C2N2[C@H](CN(CC2)C(=O)OC(C)(C)C)C)=O)C=2C(=NC=CC2OC)C(C)C)N=C1C1=C(C=CC=C1O)F